(E)-7-tetradecene CCCCCC\C=C\CCCCCC